(3aR,9bR)-9b-((4-fluorophenyl)sulfonyl)-7-(2-methylbenzyl)-2,3,3a,4,5,9b-hexahydro-1H-benzo[e]indole FC1=CC=C(C=C1)S(=O)(=O)[C@]12CCN[C@@H]2CCC2=C1C=CC(=C2)CC2=C(C=CC=C2)C